2,4-dinitrophenyl carbonochloridate C(OC1=C(C=C(C=C1)[N+](=O)[O-])[N+](=O)[O-])(=O)Cl